methyl (nitrophenyl) carbonate C(OC)(OC1=C(C=CC=C1)[N+](=O)[O-])=O